N-(4-(2-(5-((7R)-7-amino-2-azabicyclo[2.2.1]heptane-2-carbonyl)-7-methoxy-1-methyl-1H-benzo[d]imidazol-2-yl)-1-(cyclopropylmethyl)-1H-indol-7-yl)phenyl)acetamide N[C@H]1C2N(CC1CC2)C(=O)C2=CC1=C(N(C(=N1)C=1N(C3=C(C=CC=C3C1)C1=CC=C(C=C1)NC(C)=O)CC1CC1)C)C(=C2)OC